OC(C=O)CO 2,3-dihydroxypropionaldehyde